O=C1N(CCC(N1)=O)C=1C=C(C=CC1)N1CCN(CC1)C(=O)OC(C)(C)C tert-butyl 4-(3-(2,4-dioxotetrahydropyrimidin-1(2H)-yl)phenyl)piperazine-1-carboxylate